methyl-2,4-dinitrobenzamide CC=1C(=C(C(=O)N)C=CC1[N+](=O)[O-])[N+](=O)[O-]